N-((3-(2,6-difluoro-3,5-dimethoxyphenyl)-1-(2-methoxyethyl)-2-oxo-1,2,3,4-tetrahydropyrido[4,3-d]pyrimidin-7-yl)methyl)acrylamide FC1=C(C(=C(C=C1OC)OC)F)N1C(N(C2=C(C1)C=NC(=C2)CNC(C=C)=O)CCOC)=O